2-Methyl-2-[(dodecylsulfanylthiocarbonyl)sulfanyl]propanoic acid CC(C(=O)O)(C)SC(=S)SCCCCCCCCCCCC